2,2-Dimethylpropane-1,3-diol CC(CO)(CO)C